C(C)OC(=O)C=1N=C(OC1)C=1C(=NC=NC1)S(=O)(=O)C 2-(4-(methylsulfonyl)pyrimidin-5-yl)oxazole-4-carboxylic acid ethyl ester